NC1=NC=NN2C1=C(N=C2C(C)C)C2=CC=C(CC=1SC=C(C1C(=O)N)OC)C=C2 (4-(4-amino-7-isopropylimidazo[5,1-f][1,2,4]triazin-5-yl)benzyl)-4-methoxythiophene-3-carboxamide